BrC(=C[C@@H]1C([C@@H]1C(=O)[O-])(C)C)Br (1R,3R)-3-(2,2-dibromovinyl)-2,2-dimethylcyclopropane-1-carboxylate